ClC1=CC2=C(SC=C2CNC(=O)C=2C=NN(C2)CC=2N=C3N(C=C(C=C3)C3CC3)C2)C=C1 N-((5-chlorobenzo[b]thiophen-3-yl)methyl)-1-((6-cyclopropylimidazo[1,2-a]pyridin-2-yl)methyl)-1H-pyrazole-4-carboxamide